6-(4-chloro-2-methyl-phenyl)-2-[(5-fluoro-2-pyridyl)oxymethyl]imidazo[1,2-a]pyrimidine ClC1=CC(=C(C=C1)C=1C=NC=2N(C1)C=C(N2)COC2=NC=C(C=C2)F)C